10-chloro-3-decenyloxyheptoxymethyl ether ClCCCCCCCCC=COC(CCOCOCOCCC(CCCC)OC=CCCCCCCCCCl)CCCC